(4-Naphthalen-2-yl-phenyl)-phenyl-{4-(4,4,5,5-tetramethyl-[1,3,2]dioxaborolan-2-yl)-phenyl}-amine C1=C(C=CC2=CC=CC=C12)C1=CC=C(C=C1)N(C1=CC=C(C=C1)B1OC(C(O1)(C)C)(C)C)C1=CC=CC=C1